ClC1=CC=C(CN2CCN(C3=CC=CC=C23)C(CCN2CCN(CC2)C)=O)C=C1 1-(4-(4-Chlorobenzyl)-3,4-dihydroquinoxalin-1(2H)-yl)-3-(4-methylpiperazin-1-yl)propan-1-one